NCCCCNC1=C(C=C(C(=O)N)C=C1)[N+](=O)[O-] 4-(4-aminobutylamino)-3-nitro-benzamide